C(C)(C)(C)OC(=O)N1C(=CC2=CC=C(C=C12)CN1N=NC(=C1)C=1C=NC=C(C1)[N+](=O)[O-])CN(CC1CCC1)C(=O)OC(C)(C)C 2-(((tert-butoxycarbonyl)(cyclobutylmethyl)amino)methyl)-6-((4-(5-nitropyridin-3-yl)-1H-1,2,3-Triazol-1-yl)methyl)-1H-indole-1-carboxylic acid tert-butyl ester